C(C)(C)(C)OC(=O)N1CC2=NC=C(C=C2C1)Br 3-bromo-5,7-dihydro-6H-pyrrolo[3,4-b]pyridine-6-carboxylic acid tert-butyl ester